4-(2,6-dichlorobenzoylamino)-N-(1-(N-glycyl-L-valyl)piperidin-4-yl)-1H-pyrazole-3-carboxamide hydrochloride Cl.ClC1=C(C(=O)NC=2C(=NNC2)C(=O)NC2CCN(CC2)C([C@@H](NC(CN)=O)C(C)C)=O)C(=CC=C1)Cl